C(C1=CC=CC=C1)N1CC2CCC(C1)C2C#C 3-benzyl-8-ethynyl-3-azabicyclo[3.2.1]octane